3-acetyl-2-(4-((2,6-dimethylmorpholinyl)methyl)piperidin-1-yl)benzonitrile C(C)(=O)C=1C(=C(C#N)C=CC1)N1CCC(CC1)CN1CC(OC(C1)C)C